3-(dimethyl-phosphono)propionic acid COP(=O)(OC)CCC(=O)O